5-methyl-5-carboxymethylbicyclo[2.2.1]Hept-2-ene CC1(C2C=CC(C1)C2)CC(=O)O